COC(=O)C1=CC=C(C=C1)[C@@H]1[C@@](C1)(C(=O)O)C1=CC=C(C=C1)C(F)(F)F (1R,2R)-2-(4-(methoxycarbonyl)phenyl)-1-(4-(trifluoromethyl)phenyl)cyclopropane-1-carboxylic acid